rac-syn-3-(1-(3-(2-chloro-4-fluorophenyl)propyl)-3-((dimethylamino)methyl)-4-hydroxypiperidin-4-yl)benzonitrile ClC1=C(C=CC(=C1)F)CCCN1CC(C(CC1)(O)C=1C=C(C#N)C=CC1)CN(C)C